C(C)OC(=O)C=1C(=NC2=C(N=CC=C2C1)Cl)/N=C(\C)/N(C)C (E)-8-chloro-2-((1-(dimethylamino)ethylidene)amino)-1,7-naphthyridine-3-carboxylic acid ethyl ester